FC1=C(C=CC2=C1SC1=C2C=CC(=C1F)OCCCC)B(O)O (4,6-difluoro-7-butoxydibenzo[b,d]thiophen-3-yl)boronic acid